C(CCCCCCCC(C)C)O iso-undecanol